CC1=NC=CC=2C3=CC(=CC=C3NC12)NC(=O)NC1=CC=C(C=C1)C(F)(F)F 1-(1-Methyl-beta-carbolin-6-yl)-3-(4-(trifluoromethyl)phenyl)urea